(5R)-5-phenyl-N-[(6S)-4-methyl-5-oxo-7,8-dihydro-6H-pyrazolo[1,5-a][1,3]diazepin-6-yl]-6,7-dihydro-5H-pyrrolo[1,2-b][1,2,4]triazole-2-carboxamide C1(=CC=CC=C1)[C@H]1CCC=2N1N=C(N2)C(=O)N[C@@H]2C(N(C=1N(CC2)N=CC1)C)=O